(2S)-2-[[(2S,5r)-2-[(tert-butoxycarbonylamino)methyl]-3-methyl-7-oxo-1,6-diazabicyclo[3.2.1]oct-3-en-6-yl]oxy]-2-fluoro-acetic acid ethyl ester C(C)OC([C@H](F)ON1[C@@H]2C=C([C@H](N(C1=O)C2)CNC(=O)OC(C)(C)C)C)=O